C(C)(=O)[O-].[Pd+2].C(C)(=O)[O-] palladium(II) Acetate